2-(3-fluorophenyl)-N-[(2S)-1-hydroxy-3-methoxypropan-2-yl]-3-oxo-6-[4-(trifluoromethyl)phenyl]-2,3-dihydropyridazine-4-carboxamide FC=1C=C(C=CC1)N1N=C(C=C(C1=O)C(=O)N[C@@H](CO)COC)C1=CC=C(C=C1)C(F)(F)F